(Z)-3-((tert-butylamino)methylene)-2-(3-ethyl-4-hydroxyphenyl)chroman-4-one C(C)(C)(C)N\C=C/1\C(OC2=CC=CC=C2C1=O)C1=CC(=C(C=C1)O)CC